tert-butyl (1-(3-mercapto-1-(tetrahydro-2H-pyran-2-yl)-1H-pyrazolo[3,4-b]pyrazin-6-yl)-4-methylpiperidin-4-yl)carbamate SC1=NN(C2=NC(=CN=C21)N2CCC(CC2)(C)NC(OC(C)(C)C)=O)C2OCCCC2